CC1(CC1)NC(C(=O)N1CC2(CCC2)C[C@H]1C(=O)N[C@@H](C[C@H]1C(NCC1)=O)C(COC(F)(F)F)=O)=O (S)-6-(2-((1-methylcyclopropyl)-amino)-2-oxoacetyl)-N-((S)-3-oxo-1-((S)-2-oxopyrrolidin-3-yl)-4-(trifluoromethoxy)butan-2-yl)-6-azaspiro[3.4]octane-7-carboxamide